COC1=CC=C(C=N1)N1C(N(C2=C1C=CC=C2)CC2CCC(CC2)NC(=O)C=2N(N=C1CCCCC21)C)=O N-((1r,4r)-4-((3-(6-methoxypyridin-3-yl)-2-oxo-2,3-dihydro-1H-benzo[d]imidazol-1-yl)methyl)cyclohexyl)-2-methyl-4,5,6,7-tetrahydro-2H-indazole-3-carboxamide